The molecule is a sesquiterpenoid resulting formally from germacrane by hydroxylation at C(12) together with dehydrogenation across the C(1)-C(10), C(4)-C(5) and C(11)-C(13) bonds. It derives from a hydride of a germacrene A. C/C/1=C\\CC/C(=C/C[C@@H](CC1)C(=C)CO)/C